C(C)(C)(C)[C@@H]1N(CCC1OC1=CC=C(C=C1)C1=C(CCCC2=C1C=CC(=C2)B2OC(C(O2)(C)C)(C)C)C2=C(C=C(C=C2)Cl)Cl)CCCF tert-butyl-(S)-3-(4-(8-(2,4-dichlorophenyl)-3-(4,4,5,5-tetramethyl-1,3,2-dioxaborolan-2-yl)-6,7-dihydro-5H-benzo[7]annulen-9-yl)phenoxy)-1-(3-fluoropropyl)pyrrolidine